6-methyl-1-(1-methyl-1H-pyrazol-5-yl)-5-(1-morpholinoethyl)indolizine-7-carboxylic acid CC1=C(N2C=CC(=C2C=C1C(=O)O)C1=CC=NN1C)C(C)N1CCOCC1